2-(trifluoromethyl)-3-pyridinepropanoic acid FC(C1=NC=CC=C1CCC(=O)O)(F)F